[PH2](=O)[O-].C(C(C)C)[Al+]CC(C)C diisobutylaluminum hypophosphite